ClC1=CC=C(C=C1)\C(=C(/CC)\C1=CC=CC=C1)\C1=CC=C(OCCN2CCN(CC2)CC2CCN(CC2)C=2C=C3C(N(C(C3=CC2)=O)C2C(NC(CC2)=O)=O)=O)C=C1 (E)-5-(4-((4-(2-(4-(1-(4-chlorophenyl)-2-phenylbut-1-en-1-yl)phenoxy)ethyl)piperazin-1-yl)methyl)piperidin-1-yl)-2-(2,6-dioxopiperidin-3-yl)isoindoline-1,3-dione